Ethyl 3-[3-(5-amino-3-methylpyridin-2-yl)-1,2,4-oxadiazol-5-yl]propanoate NC=1C=C(C(=NC1)C1=NOC(=N1)CCC(=O)OCC)C